2,3,4,5,6-pentafluorophenyl alcohol FC1=C(C(=C(C(=C1F)F)F)F)O